1-(bicyclo[1.1.1]pentan-1-yl)-N-((2-((4-(5-(pyrrolidin-1-yl)pyridin-3-yl)-1H-1,2,3-triazol-1-yl)methyl)imidazo[1,2-a]pyridin-6-yl)methyl)methanamine C12(CC(C1)C2)CNCC=2C=CC=1N(C2)C=C(N1)CN1N=NC(=C1)C=1C=NC=C(C1)N1CCCC1